5-amino-3-(phenyl-phenylamino-methylene)-1,3-dihydro-indol-2-one NC=1C=C2C(C(NC2=CC1)=O)=C(NC1=CC=CC=C1)C1=CC=CC=C1